(1s,4s)-4-[3-(1,2,3,4-tetrahydro-1,5-naphthyridin-1-yl)-1H-pyrazolo[3,4-b]Pyrazin-6-yl]-1',3'-dihydrospiro[cyclohexane-1,2'-indene] N1(CCCC2=NC=CC=C12)C1=NNC2=NC(=CN=C21)C2CCC1(CC3=CC=CC=C3C1)CC2